C(CCCCCCCCCCC)SC(=S)SC(C(=O)O)(C)C.COC methyl ether 2-(dodecylthiocarbonothioylthio)-2-methylpropionate